(3S)-chroman-3-amine hydrochloride Cl.O1C[C@H](CC2=CC=CC=C12)N